3-(3-((5-chloro-2-((3-methyl-1-(1-methylpiperidin-4-yl)-1H-pyrazol-4-yl)amino)pyrimidin-4-yl)amino)propyl)-1,3-oxazinan-2-one ClC=1C(=NC(=NC1)NC=1C(=NN(C1)C1CCN(CC1)C)C)NCCCN1C(OCCC1)=O